(E)-2-(((4-(5-(3-cyano-4-isopropoxyphenyl)-1,2,4-oxadiazol-3-yl)-2,3-dihydro-1H-inden-1-ylidene)-amino)oxy)propanoic acid C(#N)C=1C=C(C=CC1OC(C)C)C1=NC(=NO1)C1=C2CC/C(/C2=CC=C1)=N\OC(C(=O)O)C